N-(7'-((2-methoxyethoxy)methoxy)-2',2'-dimethyl-4-oxo-2'h,4h-[3,6'-bichromen]-7-yl)-N-methylacetamide COCCOCOC1=C(C=C2C=CC(OC2=C1)(C)C)C1=COC2=CC(=CC=C2C1=O)N(C(C)=O)C